pyrrolidin-3-ylium N1C[CH+]CC1